6-Bromo-N-((2R,4R)-2-methyltetrahydro-2H-pyran-4-yl)-3-nitroquinolin-4-amine BrC=1C=C2C(=C(C=NC2=CC1)[N+](=O)[O-])N[C@H]1C[C@H](OCC1)C